[Mn].[Zn].[Fe] iron-zinc-manganese